CC(=O)OC1(CCCCC1)C methyl Cyclohexyl Acetate